(S)-N-((R)-1-(4-((1-chlorocyclopentyl)methoxy)phenyl)-2-hydroxy-2-methylpropyl)-2-phenylpropanamide ClC1(CCCC1)COC1=CC=C(C=C1)[C@H](C(C)(C)O)NC([C@@H](C)C1=CC=CC=C1)=O